(S)- and (R)-3-(2-((4-cyanophenethyl)amino)-2-phenylacetyl)-N-methyl-1H-pyrrolo[2,3-b]pyridine-6-carboxamide C(#N)C1=CC=C(CCN[C@H](C(=O)C2=CNC3=NC(=CC=C32)C(=O)NC)C3=CC=CC=C3)C=C1 |r|